bis-(1-naphthoyl) peroxide C1(=CC=CC2=CC=CC=C12)C(=O)OOC(=O)C1=CC=CC2=CC=CC=C12